C(#C)[C@]1(C[C@H]([C@@H](O1)N1C(NC(C(=C1)C)=O)=O)SC1=CC=C(C=C1)C)CO 1-((2R,3R,5R)-5-ethynyl-5-(hydroxymethyl)-3-(p-tolylthio)tetrahydrofuran-2-yl)-5-methylpyrimidine-2,4(1H,3H)-dione